CC1CN(CC(N1C(=O)N1CCOCC1)C)C([C@H](C)NC(OC(C)(C)C)=O)=O Tert-butyl ((2S)-1-(3,5-dimethyl-4-(morpholine-4-carbonyl)piperazin-1-yl)-1-oxopropan-2-yl)carbamate